C(C1=CC=CC=C1)OC(=O)N[C@H](C)C1CCN(CC1)C(=O)OC(C)(C)C tert-butyl (R)-4-(1-(((benzyloxy)carbonyl)amino)ethyl)piperidine-1-carboxylate